8-propyloxymethoxy-1,3,5-trimethyloctylmagnesium iodide C(CC)OCOCCCC(CC(CC(C)[Mg]I)C)C